N-Hydroxymethylphthalimid OCN1C(C=2C(C1=O)=CC=CC2)=O